(S)-N-(7-(4-hydroxy-3,3-dimethylbut-1-yn-1-yl)-5-methyl-4-oxo-2,3,4,5-tetrahydropyrido[3,2-b][1,4]oxazepin-3-yl)-4-phenoxypyridineamide OCC(C#CC=1C=CC=2OC[C@@H](C(N(C2N1)C)=O)NC(=O)C1=NC=CC(=C1)OC1=CC=CC=C1)(C)C